3-chlorophenyl-(trimethylsilyl)-methanone ClC=1C=C(C=CC1)C(=O)[Si](C)(C)C